NC1=NC(=NC=C1)C=1C=NN(C1OCC[C@H](C)NC1=C(C=NC(=C1)Cl)C1=NC=C(C=C1F)CN1CCOCC1)C (S)-N-(4-((4-(4-Aminopyrimidin-2-yl)-1-methyl-1H-pyrazol-5-yl)oxy)butan-2-yl)-6'-chloro-3-fluoro-5-(morpholinomethyl)-[2,3'-bipyridin]-4'-amine